COC1=C(C=CC=C1N1C(CCC1)=O)NC1=C2C(=NC(=C1)NC(=O)C1CC1)NN(C2=O)C N-(4-((2-methoxy-3-(2-oxopyrrolidin-1-yl)phenyl)amino)-2-methyl-3-oxo-2,3-dihydro-1H-pyrazolo[3,4-b]pyridin-6-yl)cyclopropanecarboxamide